ClCC1=CC=C(C=C1)C=1C=CC(=NC1)C 5-(4-(chloromethyl)phenyl)-2-methylpyridine